C(C=1C(C(=O)OCCCCCCCC(C)C)=CC=CC1)(=O)OCCCCCCCC(C)C Di-Iso-Decyl Phthalate